(heptafluoropropyl)-3-(4-methylphenyl)isoxazole FC(C(F)(F)C=1C(=NOC1)C1=CC=C(C=C1)C)(C(F)(F)F)F